(2S,4R)-1-{2-[5-(aminomethyl)-1,3,4-oxadiazol-2-yl]acetyl}-N-[(S)-(4-cyclopropyl-3-fluorophenyl)(phenyl)methyl]-4-fluoropyrrolidine-2-carboxamide NCC1=NN=C(O1)CC(=O)N1[C@@H](C[C@H](C1)F)C(=O)N[C@@H](C1=CC=CC=C1)C1=CC(=C(C=C1)C1CC1)F